OC1(CCN(CC1)C(C[C@@H](C)C1=CC=CC=C1)=O)CN1C=NC(=CC1=O)N1CC2(CCOC2)CC1 3-((4-hydroxy-1-((R)-3-phenylbutanoyl)piperidin-4-yl)methyl)-6-(2-oxa-7-azaspiro[4.4]nonan-7-yl)pyrimidin-4(3H)-one